FC(OC=1C=C(C#N)C=CC1[N+]#[C-])(F)F 3-TRIFLUOROMETHOXY-4-ISOCYANOBENZONITRIL